O[C@H]1[C@@H]([C@H](C(C1)=O)C\C=C/CCCC(=O)O)\C=C\[C@H](CCCCC)O (Z)-7-[(1R,2R,3R)-3-hydroxy-2-[(E,3S)-3-hydroxyoct-1-enyl]-5-oxocyclopentyl]hept-5-enoic acid